CC1=C(C=C(C(=C1)C)N(S(=O)(=O)C)C)NC(=O)N[C@@H](C)C=1N(N=CN1)C1=NC=CC=N1 1-[2,4-dimethyl-5-[methyl(methylsulfonyl)amino]phenyl]-3-[(1S)-1-(2-pyrimidin-2-yl-1,2,4-triazol-3-yl)ethyl]urea